ClC=1C=NC2=C(C=CN=C2C1)CC=1C=NC(=C(C1)OC)OCC1=NC=C(C=C1)OC 3-chloro-8-((5-methoxy-6-((5-methoxypyridin-2-yl)methoxy)pyridin-3-yl)methyl)-1,5-naphthyridine